8-bromo-3-methyl-6-methyl-2-(2-methyl-5-pyrimidinyl)-3,4-dihydro-4-quinazolinone BrC=1C=C(C=C2C(N(C(=NC12)C=1C=NC(=NC1)C)C)=O)C